2-(2-((3-(4-(((1S,4S)-4-(7-oxa-2-azaspiro[3.5]nonan-2-yl)cyclohexyl)amino)-1-(2,2,2-trifluoroethyl)-1H-indol-2-yl)prop-2-yn-1-yl)amino)-5-(methylsulfonyl)phenoxy)acetic acid C1N(CC12CCOCC2)C2CCC(CC2)NC2=C1C=C(N(C1=CC=C2)CC(F)(F)F)C#CCNC2=C(OCC(=O)O)C=C(C=C2)S(=O)(=O)C